O[C@H]1CN(CCC1)C=1C=CC(=NC1)NC=1C2=C(C(=NC1)C1=C3C(=NC=C1)N(C=C3)C)CNC2=O 7-[[5-[(3R)-3-hydroxy-1-piperidyl]-2-pyridyl]amino]-4-(1-methylpyrrolo[2,3-b]pyridin-4-yl)-2,3-dihydropyrrolo[3,4-c]pyridin-1-one